C(C)(C)(C)C#CC(C)(C)C.[Co] cobalt di-tert-butylacetylene